(2-bromo-5-fluorophenyl)-(3,3-difluoroazetidin-1-yl)methanone BrC1=C(C=C(C=C1)F)C(=O)N1CC(C1)(F)F